FC(C=1C=C(C=CC1)[C@H](CC(=O)[O-])NC(=O)NC=1C(N(C=CC1[O-])C)=O)(C1=C(C=CC=C1)C)F.[Na+].[Na+] sodium (S)-3-(3-(difluoro(o-tolyl)methyl) phenyl)-3-(3-(1-methyl-4-oxido-2-oxo-1,2-dihydropyridin-3-yl) ureido)propanoate